3,4-dihydroxyanisole OC=1C=C(C=CC1O)OC